BrC1=C2C=C(C(=NC2=CC(=C1)C)C#N)Cl 5-bromo-3-chloro-7-methyl-quinoline-2-carbonitrile